trimethyl-propyl-(oxyethylenethioethylene)ammonium chloride [Cl-].C[N+](CCSCCOCCC)(C)C